CN1N=CC(=C1C1=CC=C(N=N1)NCC1CCC2CN(CC21)CC2=NC=CC=C2C)C 6-(2,4-dimethylpyrazol-3-yl)-N-[[2-[(3-methyl-2-pyridyl)methyl]-3,3a,4,5,6,6a-hexahydro-1H-cyclopenta[c]pyrrol-4-yl]methyl]pyridazin-3-amine